Benzyl ((R)-2-(((R)-(2-((S)-((tert-butoxycarbonyl)amino)(4,4-difluorocyclohexyl)methyl)imidazo[1,2-b]pyridazin-7-yl)(cyclopropyl)methyl)amino)-1-cyclopropylethyl)carbamate C(C)(C)(C)OC(=O)N[C@H](C=1N=C2N(N=CC(=C2)[C@@H](C2CC2)NC[C@@H](C2CC2)NC(OCC2=CC=CC=C2)=O)C1)C1CCC(CC1)(F)F